FC1=CC=C(C=C1)C=1C=C2C(=NC=NC2=C(C1)OC)NCC1=NC(=NO1)C1=CC=NC=C1 6-(4-fluorophenyl)-8-methoxy-N-((3-(pyridin-4-yl)-1,2,4-Oxadiazol-5-yl)methyl)quinazolin-4-amine